FC1=CC2=C([C@@H](C[C@@H](O2)C(=O)NC23CC(C2)(C3)N3N=CC(=C3)OCCCC(F)(F)F)O)C=C1C(F)(F)F (2R,4R)-7-fluoro-4-hydroxy-N-{3-[4-(4,4,4-trifluorobutoxy)-1H-pyrazol-1-yl]bicyclo[1.1.1]pentan-1-yl}-6-(trifluoromethyl)-3,4-dihydro-2H-1-benzopyran-2-carboxamide